ClC=1N=CN(C1)C1=NC2=CC=C(C=C2C(=C1)OCC)NC(=O)C1COC1 N-(2-(4-chloro-1H-imidazol-1-yl)-4-ethoxyquinolin-6-yl)oxetane-3-carboxamide